Methyl 5-amino-6-bromonicotinate NC=1C(=NC=C(C(=O)OC)C1)Br